3-bromo-N-methoxy-N-methyl-1-((2-(trimethylsilyl)ethoxy)methyl)-1H-pyrazole-5-carboxamide BrC1=NN(C(=C1)C(=O)N(C)OC)COCC[Si](C)(C)C